2-(4,4-difluoroazepan-1-yl)-N-(3-sulfamoylphenyl)-7-(trifluoromethoxy)quinoline-3-carboxamide FC1(CCN(CCC1)C1=NC2=CC(=CC=C2C=C1C(=O)NC1=CC(=CC=C1)S(N)(=O)=O)OC(F)(F)F)F